C(C)C(COC(=O)C1=C(C=2C(S1)=CSC2)F)CCCC 2-((2-ethylhexyloxy)carbonyl)-3-fluorothieno[3,4-b]thiophene